COC[C@H]1CN(CCN1C1=NC=CC=N1)C1=NC=C(C=N1)C=C (R)-2-(3-(methoxymethyl)-4-(pyrimidin-2-yl)piperazin-1-yl)-5-vinylpyrimidine